(S)-2-(4-bromo-2-cyclopropylphenoxy)-4-fluorobutyric acid BrC1=CC(=C(O[C@H](C(=O)O)CCF)C=C1)C1CC1